C(C)(C)(C)OC(=O)C1=CC2=C(N=C(S2)SC)C=C1 2-(methylthio)benzo[d]thiazole-6-carboxylic acid tert-butyl ester